2,3-dimethyl-2,3-bis(4-vinylphenyl)butane CC(C)(C(C)(C1=CC=C(C=C1)C=C)C)C1=CC=C(C=C1)C=C